4-aminohexahydrophthalic acid NC1CC(C(C(=O)O)CC1)C(=O)O